CN1C([C@H](CCC1)C[C@@H]1N(C(C2=CC=CC=C12)=O)CC1=CC2=C(NC(O2)=O)C=C1)=O 6-(((S)-1-(((R)-1-methyl-2-oxopiperidin-3-yl)methyl)-3-oxoisoindolin-2-yl)methyl)benzo[d]oxazol-2(3H)-one